2-(5-(tert-butyl)-4-chloro-7H-pyrrolo[2,3-d]pyrimidin-7-yl)isonicotinic acid C(C)(C)(C)C1=CN(C=2N=CN=C(C21)Cl)C=2C=C(C(=O)O)C=CN2